C(C=1C(C(=S)OCCC[Si](OCC)(OCC)OCC)=CC=CC1)(=S)OCCC[Si](OCC)(OCC)OCC bis-(3-triethoxy silyl-1-propyl) dithiophthalate